5-(8-((1S,2S)-2-(difluoromethyl)cyclopropyl)-2-methylimidazo[1,2-b]pyridazin-6-yl)pyrimidine-2,4(1H,3H)-dione FC([C@@H]1[C@H](C1)C=1C=2N(N=C(C1)C=1C(NC(NC1)=O)=O)C=C(N2)C)F